(R)-3-[(1s,2s)-1-(6-iodo-1H-benzoimidazol-2-yl)-2-phenyl-propyl]-5-(4-methoxy-phenyl)-imidazoline-2,4-dione IC=1C=CC2=C(NC(=N2)[C@H]([C@@H](C)C2=CC=CC=C2)N2C(N[C@@H](C2=O)C2=CC=C(C=C2)OC)=O)C1